CN(S(=O)(=O)C1=C(C=NN1C)NC(=O)[C@H]1[C@@H](CCCC1)C(C1=CC=C(C=C1)C1=CC=NN1)=O)C (1R,2R)-N-[5-(Dimethylsulfamoyl)-1-methyl-1H-pyrazol-4-yl]-2-[4-(1H-pyrazol-5-yl)benzoyl]cyclohexanecarboxamide